2-(3,4-dichlorophenyl)-1-ethyl-4-oxo-6-[[3-(prop-2-enoylamino)pyrazol-1-yl]methyl]pyridine-3-carboxylic acid ClC=1C=C(C=CC1Cl)C=1N(C(=CC(C1C(=O)O)=O)CN1N=C(C=C1)NC(C=C)=O)CC